3,3-difluoro-4-piperidinol hydrochloride Cl.FC1(CNCCC1O)F